N1([C@H]2[C@@](CCC1)(CCC2)C(=O)OCC)C(=O)OCC2=CC=CC=C2 1-benzyl 4a-ethyl (4aS,7aR)-hexahydro-1H-cyclopenta[b]pyridine-1,4a(2H)-dicarboxylate